[N+](=O)([O-])C1(CC=C(C(=O)C2=CC=CC=C2)C=C1)[N+](=O)[O-] 4,4-dinitrobenzophenone